(1-methoxyprop-2-yl)hydrazine hydrochloride Cl.COCC(C)NN